2-(2-fluoro-4-(2-oxo-2-((1-(2,2,2-trifluoroethyl)-1H-pyrazol-3-yl)amino)ethyl)phenoxy)nicotinamide FC1=C(OC2=C(C(=O)N)C=CC=N2)C=CC(=C1)CC(NC1=NN(C=C1)CC(F)(F)F)=O